CC=1C=C(C=C(C1CC=1N=NC(=C(C1)C(C)C)Cl)C)O 3,5-dimethyl-4-((6-chloro-5-isopropylpyridazin-3-yl)methyl)phenol